ClC1=C(CN2N=C3C4=C(CCC3=C2)OC(=C4C)C(=O)NCC=4C=NC=CC4)C=CC=C1 2-(2-chlorobenzyl)-8-methyl-N-(pyridin-3-ylmethyl)-4,5-dihydro-2H-furo[2,3-g]indazole-7-carboxamide